6-chloro-1-(1-(pyridin-3-yl)ethyl)-1H-pyrazolo[3,4-b]pyrazin-3-ylethan-1-one ClC1=CN=C2C(=N1)N(N=C2C(C)=O)C(C)C=2C=NC=CC2